bicyclo[3.1.0]hex-3-ylmethanesulfonate C12CC(CC2C1)CS(=O)(=O)[O-]